ClC=1C=NC(=C(C(=O)NC2CCC(CC2)CN2C(N(C=3C2=NC=CC3)C3=CC(=C(C=C3)OC)F)=O)C1)C(F)(F)F 5-chloro-N-((1r,4r)-4-((1-(3-fluoro-4-methoxyphenyl)-2-oxo-1H-imidazo[4,5-b]pyridin-3(2H)-yl)methyl)cyclohexyl)-2-(trifluoromethyl)nicotinamide